COC1=CC(OC(C1)\C=C\C1=CC=CC=C1)=O 4-methoxy-6-[(1E)-2-phenylvinyl]-5,6-dihydro-2H-pyran-2-one